3-fluoro-N-[4-fluoro-5-(2-morpholin-4-ylpyrimidin-5-yl)-2-[(3R,5S)-3,4,5-trimethylpiperazin-1-yl]phenyl]-5-methoxybenzamide FC=1C=C(C(=O)NC2=C(C=C(C(=C2)C=2C=NC(=NC2)N2CCOCC2)F)N2C[C@H](N([C@H](C2)C)C)C)C=C(C1)OC